5-(1H-pyrazol-4-yl)-2-(6-(1,2,3,6-tetrahydropyridin-4-yl)pyridazin-3-yl)phenol N1N=CC(=C1)C=1C=CC(=C(C1)O)C=1N=NC(=CC1)C=1CCNCC1